CC=1C=C(C#N)C=CC1C1=CC(=CC=2N1N=CN2)N2CC1(COC1)C2 3-methyl-4-(7-{2-oxa-6-azaspiro[3.3]heptan-6-yl}-[1,2,4]triazolo[1,5-a]pyridin-5-yl)benzonitrile